1-[1-methyl-6-[methyl(4-piperidyl)amino]indazol-3-yl]hexahydropyrimidine-2,4-dione CN1N=C(C2=CC=C(C=C12)N(C1CCNCC1)C)N1C(NC(CC1)=O)=O